CCCCCCCCCC(C)C isododecan